tert-Butyl 4-(3-(2,4-dioxotetrahydropyrimidin-1(2H)-yl)-4-methoxybenzoyl)-1-oxa-4,9-diazaspiro[5.5]undecane-9-carboxylate O=C1N(CCC(N1)=O)C=1C=C(C(=O)N2CCOC3(C2)CCN(CC3)C(=O)OC(C)(C)C)C=CC1OC